ClC1=C(C=CC=C1)C=1N=C(N2C1SC=C2)C=2C=C(C(=O)O)C=CC2 3-(7-(2-chlorophenyl)imidazo[5,1-b]thiazol-5-yl)benzoic acid